C1CCC12C=CN(CC2)C(=O)[O-] 7-azaspiro[3.5]non-5-ene-7-carboxylate